1-(4-((4-((4-([1,2,4]triazolo[1,5-a]pyridin-7-yloxy)-3-methylphenyl)amino)pyrido[3,2-d]pyrimidin-6-yl)oxy)piperidin-1-yl)prop-2-en-1-one N=1C=NN2C1C=C(C=C2)OC2=C(C=C(C=C2)NC=2C1=C(N=CN2)C=CC(=N1)OC1CCN(CC1)C(C=C)=O)C